COC1=C(C=C2C(=NC=NC2=C1)NC1=C(C=CC(=C1)C=1SC=CC1)OC1CCOCC1)OC1CCN(CC1)C(C=C)=O 1-(4-((7-methoxy-4-((2-((tetrahydro-2H-pyran-4-yl)oxy)-5-(thiophen-2-yl)phenyl)amino)quinazoline-6-yl)oxy)piperidin-1-yl)prop-2-en-1-one